4-(5-Chlorofuran-2-yl)-1,3-bis(2,4-difluorophenyl)-N-((2,8-dimethyl-5-oxa-2,8-diazaspiro[3.5]non-6-yl)methyl)-5-methyl-4,5-dihydro-1H-pyrazole-5-carboxamide ClC1=CC=C(O1)C1C(=NN(C1(C(=O)NCC1OC2(CN(C2)C)CN(C1)C)C)C1=C(C=C(C=C1)F)F)C1=C(C=C(C=C1)F)F